N-((1r,3r)-3-Methoxycyclobutyl)-5-methyl-2-(1-methyl-1H-imidazol-2-yl)-6-(1-(2,2,2-trifluoroethyl)-1H-pyrazol-3-yl)pyrrolo[2,1-f][1,2,4]triazin-4-amine COC1CC(C1)NC1=NC(=NN2C1=C(C(=C2)C2=NN(C=C2)CC(F)(F)F)C)C=2N(C=CN2)C